4-[[5-[1-[5-[2-(tert-Butoxycarbonylamino)ethyl]-2-pyridyl]-3-(trifluoromethyl)pyrazol-4-yl]-1-methyl-imidazole-2-carbonyl]amino]-2-chloro-benzoic acid C(C)(C)(C)OC(=O)NCCC=1C=CC(=NC1)N1N=C(C(=C1)C1=CN=C(N1C)C(=O)NC1=CC(=C(C(=O)O)C=C1)Cl)C(F)(F)F